C(C)(C)(C)OC(NC[C@H](C)C1=CC=CC=C1)=O ((R)-2-phenylpropyl)carbamic acid tert-butyl ester